C1(CCCC1)N1C(C(=C(C2=C1N=C(N=C2)NC2=NC=C(C=C2)N2CCOCC2)C)C(=C)OCC)=O 8-cyclopentyl-6-(1-ethoxy-vinyl)-5-methyl-2-(5-morpholin-4-yl-pyridin-2-ylamino)-8H-pyrido[2,3-d]Pyrimidine-7-one